Propane-2-sulfonic acid {2-[6-amino-8-(6-iodo-indan-5-ylsulfanyl)-purin-9-yl]-ethyl}-amide NC1=C2N=C(N(C2=NC=N1)CCNS(=O)(=O)C(C)C)SC=1C=C2CCCC2=CC1I